CN(C(=N)C)C N,N-Dimethylmethylformamidine